ethyl-sulfamoyl chloride C(C)NS(=O)(=O)Cl